C1(CC1)NC(=O)C1=C(C=C(C=C1OC)C1=CN=C2N1C=CC(=C2)C=2CCN(CC2)C(=O)OC(C)(C)C)OC(F)F tert-butyl 4-[3-[4-(cyclopropylcarbamoyl)-3-(difluoromethoxy)-5-methoxy-phenyl]imidazo[1,2-a]pyridin-7-yl]-3,6-dihydro-2H-pyridine-1-carboxylate